2-(4-cyanophenyl)-3-cyclopropyl-3-oxopropanoic acid methyl ester COC(C(C(=O)C1CC1)C1=CC=C(C=C1)C#N)=O